C(#N)CC1CC(C1)(C1=NN=CN1C)C=1C=C(C=CC1)NC(=O)C1=CC(=C2C(=N1)C(CC2)(F)F)CO N-[3-[3-(cyanomethyl)-1-(4-methyl-1,2,4-triazol-3-yl)cyclobutyl]phenyl]-7,7-difluoro-4-(hydroxymethyl)-5,6-dihydrocyclopenta[b]pyridine-2-carboxamide